methyl 3-(9-((4-(aminomethyl)-2-methylphenyl)carbamoyl)-4,5-dihydrobenzo[b]thieno[2,3-d]oxepin-8-yl)-6-(cycloheptylcarbamoyl)picolinate NCC1=CC(=C(C=C1)NC(=O)C1=CC2=C(OCCC3=C2SC=C3)C=C1C=1C(=NC(=CC1)C(NC1CCCCCC1)=O)C(=O)OC)C